NC=1C2=C(N=CN1)N(C(=C2C2=CC(=C(C=C2)Cl)OC)C#CC2CN(C2)C2CCN(CC2)C(=O)OC(C)(C)C)C tert-butyl 4-(3-{2-[4-amino-5-(4-chloro-3-methoxyphenyl)-7-methyl-7H-pyrrolo[2,3-d]pyrimidin-6-yl]ethynyl}azetidin-1-yl)piperidine-1-carboxylate